(6-chloro-3-pyridinyl)-imino-methyl-oxo-λ6-sulfane ClC1=CC=C(C=N1)S(=O)(C)=N